3-(bromomethyl)-N-(5-chloro-2,4-difluorophenyl)-N-methyl-1-(6-methyl-4-(trifluoromethyl)pyridin-2-yl)-4,5-dihydro-1H-pyrazole-5-carboxamide BrCC1=NN(C(C1)C(=O)N(C)C1=C(C=C(C(=C1)Cl)F)F)C1=NC(=CC(=C1)C(F)(F)F)C